FC1=C(C(=O)O)C=CC(=C1)[C@H]([C@H](C1=CC=C(C=C1)OC(F)(F)F)O)CCC 2-fluoro-4-((1R,2R)-1-hydroxy-1-(4-(trifluoromethoxy)phenyl)pentan-2-yl)benzoic acid